dioctadecylamino-glycyl-sn-glycerol C(CCCCCCCCCCCCCCCCC)N(CCCCCCCCCCCCCCCCCC)NCC(=O)C(O)[C@@H](O)CO